tert-butyl (1R,4R,5S)-5-(7-bromo-8-(2-cyanoethyl)-6-fluoro-4-(methylthio)-2-((2-oxopyrrolidin-1-yl)methyl)-1H-pyrrolo[3,2-c]quinolin-1-yl)-2-azabicyclo[2.1.1]hexane-2-carboxylate BrC=1C(=CC=2C3=C(C(=NC2C1F)SC)C=C(N3[C@H]3[C@H]1CN([C@@H]3C1)C(=O)OC(C)(C)C)CN1C(CCC1)=O)CCC#N